ClC=1C=CC(=C(C1)S(=O)(=O)N1C2CN(CC1CC2)C(=O)C2=CN=NN2)OC {8-[(5-chloro-2-methoxyphenyl)sulfonyl]-3,8-diazabicyclo[3.2.1]oct-3-yl}(1H-1,2,3-triazol-5-yl)methanone